The molecule is a organophosphate oxoanion arising from deprotonation of the three diphosphate OH groups of tuberculosinyl diphosphate. It is a conjugate base of a tuberculosinyl diphosphate. C[C@H]1CC=C2[C@H]([C@]1(C)CC/C(=C/COP(=O)([O-])OP(=O)([O-])[O-])/C)CCCC2(C)C